tert-butyl (1-(2,5-dimethoxy-4-propylphenyl)-3-methoxypropan-2-yl)carbamate COC1=C(C=C(C(=C1)CCC)OC)CC(COC)NC(OC(C)(C)C)=O